tetratridecyl-isopropylidenediphenol diphosphite OP(O)OP(O)O.C(CCCCCCCCCCCC)C1=C(C(=C(C(=C1O)C(C)(C)C1=C(C=CC=C1)O)CCCCCCCCCCCCC)CCCCCCCCCCCCC)CCCCCCCCCCCCC